C1N(CC12CCC2)CCC=2C(=CC(N(C2)C(C(=O)N[C@@H](CC(=O)O)C=2C(=C(C=C(C2F)C)C2=C(C=CC=C2C)C)F)CC(C)C)=O)C(F)(F)F (3S)-3-(2-(5-(2-(2-azaspiro[3.3]heptan-2-yl)ethyl)-2-oxo-4-(trifluoromethyl)pyridin-1(2H)-yl)-4-methylpentanamido)-3-(2,4-difluoro-2',5,6'-trimethyl-[1,1'-biphenyl]-3-yl)propanoic acid